[C@H]12COC[C@@H]2C1NC1=NC=CC(=C1)CN1C(N(C(C1(C)C)=O)C1=CC2=C(CC(O2)(C)C)C=C1)=O 1-((2-(((1R,5S,6r)-3-oxabicyclo[3.1.0]hexan-6-yl)amino)pyridin-4-yl)methyl)-3-(2,2-dimethyl-2,3-dihydrobenzofuran-6-yl)-5,5-dimethylimidazolidine-2,4-dione